N-ethylimidazole C(C)N1C=NC=C1